4-[(5S)-5-(3,5-dichloro-4-fluorophenyl)-4,5-dihydro-5-(trifluoromethyl)-3-isoxazolyl]-N-[(4R)-2-ethyl-3-oxo-4-isoxazolidinyl]-2-methylbenzamide ClC=1C=C(C=C(C1F)Cl)[C@@]1(CC(=NO1)C1=CC(=C(C(=O)N[C@H]2C(N(OC2)CC)=O)C=C1)C)C(F)(F)F